2-(1-(tert-Butoxycarbonyl)-1,2,3,6-tetrahydropyridin-4-yl)-6-(3,4-dimethoxyphenyl)-5H-pyrrolo[2,3-b]pyrazine-5-carboxylic acid tert-butyl ester C(C)(C)(C)OC(=O)N1C(=CC=2C1=NC=C(N2)C=2CCN(CC2)C(=O)OC(C)(C)C)C2=CC(=C(C=C2)OC)OC